4-[(3S)-3-amino-3-methylpyrrolidin-1-yl]-N-[(1S)-1-cyclopropylethyl]-5-(3,4-difluorophenyl)-6-methylpyridine-3-carboxamide N[C@@]1(CN(CC1)C1=C(C=NC(=C1C1=CC(=C(C=C1)F)F)C)C(=O)N[C@@H](C)C1CC1)C